1-(2-methoxy-4,6-dimethylphenyl)-3-(trifluoromethyl)pyrazole-4-carbaldehyde COC1=C(C(=CC(=C1)C)C)N1N=C(C(=C1)C=O)C(F)(F)F